N-(2,4-Dimethyl-6-morpholin-4-yl-pyridin-3-yl)-3-p-tolyl-propionamide CC1=NC(=CC(=C1NC(CCC1=CC=C(C=C1)C)=O)C)N1CCOCC1